2,4,6-trimethylphenyl-sulphinate CC1=C(C(=CC(=C1)C)C)S(=O)[O-]